1-[1-(2,4-dichloro-benzyl)-piperidin-4-yl]-4-methoxy-3-(2-trifluoromethyl-benzyl)-1,3-dihydro-benzoimidazol-2-one ClC1=C(CN2CCC(CC2)N2C(N(C3=C2C=CC=C3OC)CC3=C(C=CC=C3)C(F)(F)F)=O)C=CC(=C1)Cl